BrC1=NN(C(=C1C#N)NC1=CC=C(C=N1)OCC1=CC=C(C(=O)OC)C=C1)COCC[Si](C)(C)C methyl 4-[({6-[(3-bromo-4-cyano-1-{[2-(trimethylsilyl)ethoxy]methyl}-1H-pyrazol-5-yl)amino]pyridin-3-yl}oxy)methyl]benzoate